Cl.O[C@H]1[C@@H](CNC1)NC(OC(C)(C)C)=O tert-Butyl ((3R,4R)-4-hydroxypyrrolidin-3-yl)carbamate hydrochloride